(2S,3R)-2-(3,4-Dihydroxyphenyl)-3,4-dihydro-1(2H)-benzopyran-3,5,7-triol OC=1C=C(C=CC1O)[C@@H]1OC=2C(C[C@H]1O)=C(C=C(C2)O)O